(NE)-N-ethoxycarbonyliminocarbamate C(C)OC(=O)\N=N\C([O-])=O